(S)-1-amino-3-((2-hydroxyethyl)(ethyl)amino)propan-2-ol NC[C@@H](CN(CC)CCO)O